BrC1=C2C(=NC(=C1)NC(C)(C)C)C=C(S2)C2=NC(=CC=C2)C 7-bromo-N-(tert-butyl)-2-(6-methylpyridin-2-yl)thieno[3,2-b]pyridin-5-amine